N-(2,4,6-trimethylphenyl)thiourea CC1=CC(=C(C(=C1)C)NC(=S)N)C